ClC(CP1N(P(N=PN1CCN)Cl)C(C(N)(Cl)Cl)(Cl)Cl)N hexachlorocyclotriphosphazenetriethylamine